2-(2-Benzyloxy-1-methoxy-ethyl)-3,5-difluoro-pyridine C(C1=CC=CC=C1)OCC(OC)C1=NC=C(C=C1F)F